C(C)(C)(C)C1(CCC1)NC(=O)C1=NC(=CC=C1OC)NC1=CC(=NC(=C1)F)F N-(1-tert-butylcyclobutyl)-6-[(2,6-difluoro-4-pyridinyl)amino]-3-methoxy-pyridine-2-carboxamide